C(CCCCCCC\C=C/CCCCCCCC)C(C(=O)N)O Oleyl-glycolamide